3-amino-8-[5-(3-azabicyclo[3.1.1]heptan-1-yl)-1,3,4-oxadiazol-2-yl]-5,5,7-trifluoro-1-[[4-[5-(trifluoromethyl)-1,2,4-oxadiazol-3-yl]phenyl]methyl]-3,4-dihydro-1-benzazepin-2-one NC1C(N(C2=C(C(C1)(F)F)C=C(C(=C2)C=2OC(=NN2)C21CNCC(C2)C1)F)CC1=CC=C(C=C1)C1=NOC(=N1)C(F)(F)F)=O